FC1=CC=C(C=C1)C1=C(CCCC1)C(=O)N1CCN(CC1)CC1=C2CN(C(C2=CC=C1)=O)C1C(NC(CC1)=O)=O 3-(4-((4-(4'-fluoro-3,4,5,6-tetrahydro-[1,1'-biphenyl]-2-carbonyl)piperazin-1-yl)methyl)-1-oxoisoindolin-2-yl)piperidine-2,6-dione